5-{[(2S)-6,6-Dimethylmorpholin-2-yl]methoxy}-7-(1-methyl-1H-pyrrol-3-yl)quinoline CC1(O[C@@H](CNC1)COC1=C2C=CC=NC2=CC(=C1)C1=CN(C=C1)C)C